C(C(C)C)(=O)OC1=C(C=NC2=CC=C(C=C2)Cl)C=C(C=C1OC(C(C)C)=O)Br N-(2,3-bis(isobutyryloxy)-5-bromobenzylidene)-4-chlorobenzeneamine